N1C=NC=C1C1=C(N=C2N=C3CCS(CC3=CN12)(=O)=O)C1=NC(=NN1)C(F)(F)F 6-(1H-imidazol-5-yl)-5-[3-(trifluoromethyl)-1H-1,2,4-triazol-5-yl]-11λ6-thia-2,4,7-triazatricyclo[7.4.0.03,7]trideca-1,3,5,8-tetraene-11,11-dione